O=C1N(CC2=CC(=CC=C12)N1CCNCC1)[C@@H]1C(NC(CC1)=O)=O (3S)-3-(1-oxo-5-piperazine-1-yl-isoindoline-2-yl)piperidine-2,6-dione